2-(1-methyl-1H-pyrazol-4-yl)-3-[1-(triphenylmethyl)-1H-imidazol-4-yl]Cyclopropane-1-carboxylic acid CN1N=CC(=C1)C1C(C1C=1N=CN(C1)C(C1=CC=CC=C1)(C1=CC=CC=C1)C1=CC=CC=C1)C(=O)O